N-NONYLBENZENE CCCCCCCCCC1=CC=CC=C1